4-(2-(2-(4-ethoxyphenyl)-1H-pyrrolo[2,3-b]pyridin-1-yl)ethyl)morpholine C(C)OC1=CC=C(C=C1)C1=CC=2C(=NC=CC2)N1CCN1CCOCC1